C(#CCCCCCCCCCC)C=1C=CC(=C(C1)C1=NC(=CC(=C1)C(CN(C)C)NC)C1=C(C=CC(=C1)C#CCCCCCCCCCC)OC)OC (2,6-bis(5-(dodec-1-yn-1-yl)-2-methoxyphenyl)pyridin-4-yl)-N1,N2,N2-trimethyl-1,2-ethanediamine